2-hydroxy-4-tert-butoxy-4'-isopropoxybenzophenone OC1=C(C(=O)C2=CC=C(C=C2)OC(C)C)C=CC(=C1)OC(C)(C)C